C1(CC1)O[Si](CC)(CC)CC Cyclopropyloxytriethylsilane